5-hydroxynaphthalene-1,3-disulfonate OC1=C2C=C(C=C(C2=CC=C1)S(=O)(=O)[O-])S(=O)(=O)[O-]